(S)-7-amino-2-cyclopropyl-5-methyl-7,8-dihydro-oxazolo[4',5':4,5]benzo[1,2-b][1,4]oxazepin-6(5H)-one N[C@@H]1C(N(C2=C(OC1)C=C1C(=C2)N=C(O1)C1CC1)C)=O